FC=1C=C2C(N3C(=NC2=CC1)[C@@H]1CCCN([C@@H]1CC3)C)=O |r| (±)-(4aR,13bR)-10-fluoro-4-methyl-1,2,3,4,4a,5,6,13b-octahydro-8H-[1,6]naphthyridino[5,6-b]quinazolin-8-one